CN(C=1C(=CC(=C(C1)N1/C(/SCC1=O)=N/C(=O)NC1=CC=C(C=C1)C1=NN(C=N1)C1=CC=C(C=C1)SC(F)(F)F)C(C)C)F)C (Z)-1-(3-(5-(dimethylamino)-4-fluoro-2-isopropylphenyl)-4-oxothiazolidin-2-ylidene)-3-(4-(1-(4-((trifluoromethyl)thio)phenyl)-1H-1,2,4-triazol-3-yl)phenyl)urea